2-[4-[[[7-[[4-(trifluoromethyl)phenyl]methyl]pyrrolo[2,3-d]pyrimidin-4-yl]amino]methyl]phenyl]acetamide FC(C1=CC=C(C=C1)CN1C=CC2=C1N=CN=C2NCC2=CC=C(C=C2)CC(=O)N)(F)F